C(C)(C)(C)C1N(CC2=C(C=C(C=C12)N(C(C)=O)C)C1=CC=CC=C1)C(=O)O[C@@H](C1=CC(=CC=C1)F)[C@@H]1N[C@H](CC1)CC1=CC=C(C=C1)OC (S)-{(2R,5R)-5-[(p-methoxyphenyl)methyl]-2-pyrrolidinyl}(m-fluorophenyl)methanol tert-butyl-6-(N-methylacetamido)-4-phenylisoindoline-2-carboxylate